[Br-].C(C(=C)C)(=O)OCC[N+](CCCC)(C)C methacryloxyethyl-dimethylbutyl-ammonium bromide